FC1=CC(=C(C=C1)NC1=C(CNC=2C(=NC(=CC2)OC)C)C=C(C=C1)C(F)(F)F)C N-(2-((4-fluoro-2-methylphenyl)amino)-5-(trifluoromethyl)benzyl)-6-methoxy-2-methylpyridin-3-amine